[(3R,3'R)-3'-hydroxy-1,4-dihydro-1'H,2H-spiro[isoquinoline-3,4'-piperidin]-1'-yl]{8-[(1R)-1-methoxyethyl]-6-(1,3-thiazol-5-yl)imidazo[1,2-a]pyridin-2-yl}methanone O[C@@H]1CN(CC[C@@]12NCC1=CC=CC=C1C2)C(=O)C=2N=C1N(C=C(C=C1[C@@H](C)OC)C1=CN=CS1)C2